OC[C@@H](C1OCCCC1)NC(OC(C)(C)C)=O tert-butyl ((1S)-2-hydroxy-1-(tetrahydro-2H-pyran-2-yl)ethyl)carbamate